N[C@@H](C)C(=O)N L-alaninamid